(1r,3r)-3-(3-(6-((7-methyl-1,4-oxaazepan-4-yl)methyl)-1-oxo-4-(trifluoromethyl)isoindolin-2-yl)phenyl)-3-((4-methyl-4H-1,2,4-triazol-3-yl)methyl)cyclobutane-1-carbonitrile CC1CCN(CCO1)CC1=CC(=C2CN(C(C2=C1)=O)C=1C=C(C=CC1)C1(CC(C1)C#N)CC1=NN=CN1C)C(F)(F)F